C(C=C)(=O)OCCCCCCOC1=CC=C(C(=O)OC2=C(C=CC=C2)C)C=C1 (4-(6-acryloyloxyhexyloxy)benzoyloxy)-2-methyl-benzene